2-[2-chloro-4-(tri-fluoromethoxy)-phenoxy]-N-(6-methoxy-3-pyridyl)-5-(trifluoromethyl)pyridine-3-carboxamide ClC1=C(OC2=NC=C(C=C2C(=O)NC=2C=NC(=CC2)OC)C(F)(F)F)C=CC(=C1)OC(F)(F)F